7-methyl-2-((6-methyl-[1,2,4]triazolo[1,5-a]pyridin-7-yl)amino)-9-(tetrahydro-2H-pyran-4-yl)-7,9-dihydro-8H-purin-8-one CN1C(N(C2=NC(=NC=C12)NC1=CC=2N(C=C1C)N=CN2)C2CCOCC2)=O